epoxydithiol S1SC2C(=C1)O2